O1C(CCCC1)OCC=1N=NN(C1)C1=CC=C(C=C1)C1=C(N=NN1)C1=CC=CC=C1 (4-(4-(((tetrahydro-2H-pyran-2-yl)oxy)methyl)-1H-1,2,3-triazol-1-yl)phenyl)phenyl-triazole